tert-Butyl 4-(5-bromopyridin-2-yl)-4-cyanopiperidine-1-carboxylate BrC=1C=CC(=NC1)C1(CCN(CC1)C(=O)OC(C)(C)C)C#N